CCCCCCCCCCCCCCCC(=O)O[C@@H](CO[C@@H]1[C@@H]([C@H]([C@@H]([C@H](O1)CO)O)O)O)COC(=O)CCCCCCCCC/C=C\\CCCCCC The molecule is an alpha-D-Glc-(1->3')-1,2-diacylglycerol in which the acyl groups at positions 1 and 2 are cis-vaccenoyl [(11Z)-octadec-11-enoyl] and palmitoyl (hexadecanoyl) respectively.